Benzyl (2-amino-5-(thiophen-2-yl)phenyl)carbamate NC1=C(C=C(C=C1)C=1SC=CC1)NC(OCC1=CC=CC=C1)=O